4-[(4R,9aS)-4-methyl-1,3,4,6,7,8,9,9a-octahydropyrazino[1,2-a]pyrazin-2-yl]-3-fluoro-pyrazolo[1,5-a]pyridine-7-carbonitrile C[C@@H]1CN(C[C@H]2N1CCNC2)C=2C=1N(C(=CC2)C#N)N=CC1F